(4-((4-aminophenyl)sulfonyl)piperazin-1-yl)((3s,5s,7s)-3,5,7-trifluoroadamantan-1-yl)methanone NC1=CC=C(C=C1)S(=O)(=O)N1CCN(CC1)C(=O)C12CC3(CC(CC(C1)(C3)F)(C2)F)F